2-(4-aminopiperid-1-yl)-6-(4-cyano-3-fluorophenyl)-5-(1-methyl-1H-indazol-5-yl)nicotinonitrile NC1CCN(CC1)C1=C(C#N)C=C(C(=N1)C1=CC(=C(C=C1)C#N)F)C=1C=C2C=NN(C2=CC1)C